BrC=1C=CC=C2C=CNC12 7-Bromo-1H-indol